C(CCC)O[Ti+2]OCCCC di-n-butoxytitanium (IV)